6-(3-fluoro-4-(trifluoromethoxy)-benzoyl)-2-(trifluoromethyl)nicotinonitrile FC=1C=C(C(=O)C2=NC(=C(C#N)C=C2)C(F)(F)F)C=CC1OC(F)(F)F